C(CCC)C(CC1=CNN(C1=O)C1=CC=CC=C1)=C=C 4-(2-butyl-2,3-butadienyl)-1-phenylpyrazolin-5-one